(S)-4-phenyl-2-(pyrrolidin-2-yl)thiazole C1(=CC=CC=C1)C=1N=C(SC1)[C@H]1NCCC1